COC([C@@H](CC=1C=C(C=C(C1)CP(=O)(O)O)C1=CC=CC=C1)N)=O |r| (+/-)-α-amino-3-(5-phosphonomethyl-[1,1'-biphenyl]-3-yl)propanoic acid methyl ester